(S)-2-(2-((5-(1-aminoisoquinolin-7-yl)-1'-(tert-butoxycarbonyl)-2,3-dihydrospiro[inden-1,4'-piperidin]-3-yl)oxy)phenyl)acetic acid NC1=NC=CC2=CC=C(C=C12)C=1C=C2[C@H](CC3(CCN(CC3)C(=O)OC(C)(C)C)C2=CC1)OC1=C(C=CC=C1)CC(=O)O